3-(difluoromethyl)-1-(6-(3H-[1,2,3]triazolo[4,5-b]pyridin-6-yl)thieno[2,3-b]pyridin-2-yl)cyclobutanol FC(C1CC(C1)(O)C1=CC=2C(=NC(=CC2)C=2C=C3C(=NC2)NN=N3)S1)F